N[C@@H]1[C@@H](OCC12CCN(CC2)C2=CC(N(C(=N2)C)C2=C(C(=NC=C2)Cl)Cl)=O)C 6-((3S,4S)-4-amino-3-methyl-2-oxa-8-azaspiro[4.5]decan-8-yl)-3-(2,3-dichloropyridin-4-yl)-2-methylpyrimidin-4(3H)-one